BrC1=CC(=C2C=NC(=NC2=C1)NC1=C(C=C2CCN(CC2=C1)C(=O)OC(C)(C)C)OC)Cl tert-butyl 7-((7-bromo-5-chloroquinazolin-2-yl)amino)-6-methoxy-3,4-dihydroisoquinoline-2(1H)-carboxylate